(E)-N-(5-(4-(2-(3-(1H-1,2,3-triazol-1-yl)acryloyl)-2,6-diazaspiro[3.4]octan-6-yl)quinazolin-6-yl)-2-methoxypyridin-3-yl)-2,4-difluorobenzenesulfonamide N1(N=NC=C1)/C=C/C(=O)N1CC2(C1)CN(CC2)C2=NC=NC1=CC=C(C=C21)C=2C=C(C(=NC2)OC)NS(=O)(=O)C2=C(C=C(C=C2)F)F